CC1=CC=C(C=C1)S(=O)(=O)NC1=C(C(=O)NC=2C=C(C=CC2)C)C=CC=C1 2-((4-methylphenyl)sulfonamido)-N-(m-tolyl)benzamide